4-(3-benzyloxypyrrolidin-1-yl)-6-(2,4-dimethoxypyrimidin-5-yl)thieno[2,3-d]pyrimidine C(C1=CC=CC=C1)OC1CN(CC1)C=1C2=C(N=CN1)SC(=C2)C=2C(=NC(=NC2)OC)OC